methyl (R)-4-(2-oxo-3-(4-(trifluoromethyl)phenoxy) pyrrolidin-1-yl)benzoate O=C1N(CC[C@H]1OC1=CC=C(C=C1)C(F)(F)F)C1=CC=C(C(=O)OC)C=C1